C1(CC1)C=1N=CN(C1)C1=C(C=C2C=CN(C(C2=C1)=O)C1=NC(=CC=C1)C1=NN=CN1C(C)C)C1CC1 7-(4-cyclopropyl-1H-imidazol-1-yl)-2-(6-(4-isopropyl-4H-1,2,4-triazol-3-yl)pyridin-2-yl)-6-cyclopropylisoquinolin-1(2H)-one